N-Methyl-N'-nitro-N-nitrosoguanidine CN(C(=N)N[N+](=O)[O-])N=O